4-[5-(cyclopropylmethoxy)-2-methylsulfonylpyrimidin-4-yl]-2-methylisoquinolin-1-one C1(CC1)COC=1C(=NC(=NC1)S(=O)(=O)C)C1=CN(C(C2=CC=CC=C12)=O)C